4-(2-aminophenyl)-2-methylbut-3-yn-2-ol NC1=C(C=CC=C1)C#CC(C)(O)C